C(C)(C)(C)OC(NC1CCN(CC1)C1=NC(=C(C(=C1)O)C1=CC(=C(C=C1)OC)OCC1=CC=CC=C1)C1=CC(=C(C=C1)C#N)F)=O tert-butyl(1-(5-(3-(benzyloxy)-4-methoxyphenyl)-6-(4-cyano-3-fluorophenyl)-4-hydroxypyridine-2-yl)piperidin-4-yl)carbamate